[(3S,9aS)-3-(4-Chloro-2-pyridyl)-3,4,6,7,9,9a-hexahydro-1H-pyrazino[2,1-c][1,4]oxazin-8-yl]-(2-chloro-3-methoxyphenyl)methanon ClC1=CC(=NC=C1)[C@@H]1CN2[C@H](CO1)CN(CC2)C(=O)C2=C(C(=CC=C2)OC)Cl